NCC=1C=C(C=CC1)C=1C=CC2=C(C(=CO2)COC2=C(C=CC(=C2)Br)CC(=O)O)C1 2-(2-((5-(3-(aminomethyl)phenyl)benzofuran-3-yl)methoxy)-4-bromophenyl)acetic acid